P(O)(=O)(OP(=O)(O)OP(=O)(O)O)OC[C@@H]1[C@H]([C@H]([C@@H](O1)N1C(=O)NC(=O)C(=C1[2H])C([2H])([2H])[2H])O)O 5-trideuteromethyl-6-deuterouridine triphosphate